(3-(4-((4-(4-(trifluoromethyl)phenyl)-1H-1,2,3-triazol-1-yl)methyl)phenyl)-1,2,4-oxadiazol-5-yl)pyrrolidine-1-carboxylate FC(C1=CC=C(C=C1)C=1N=NN(C1)CC1=CC=C(C=C1)C1=NOC(=N1)OC(=O)N1CCCC1)(F)F